ClC1=C(N=C2N1C=CC(=C2)C(=O)OC)\C(\C=C)=C(\C)/C=2C(=NC(=CC2)C(F)F)C methyl (Z)-3-chloro-2-(4-(6-(difluoromethyl)-2-methylpyridin-3-yl) penta-1,3-dien-3-yl)imidazo[1,2-a]pyridine-7-carboxylate